6-[[(1S,5R)-8-azabicyclo[3.2.1]octan-3-yl]amino]-1H-pyrrolo[3,2-c]pyridine-2-carbonitrile [C@@H]12CC(C[C@@H](CC1)N2)NC2=CC1=C(C=N2)C=C(N1)C#N